1,2,4,5-benzenetetraamine tetra-hydrochloride Cl.Cl.Cl.Cl.C=1(C(=CC(=C(C1)N)N)N)N